ASPARAGINATE N[C@@H](CC(N)=O)C(=O)[O-]